N-(2-(1H-imidazol-4-yl)ethyl)-2-methylbutanamide N1C=NC(=C1)CCNC(C(CC)C)=O